4-(((tert-butyldimethylsilyl)oxy)methyl)bicyclo[2.2.1]heptane-1-carbaldehyde [Si](C)(C)(C(C)(C)C)OCC12CCC(CC1)(C2)C=O